3-Fluoropropen FCC=C